di(tert-butyl)diisopropyloxysilane C(C)(C)(C)[Si](OC(C)C)(OC(C)C)C(C)(C)C